2-pyridin-2-yl-4H-1,3-benzothiazin-4-one N1=C(C=CC=C1)C=1SC2=C(C(N1)=O)C=CC=C2